Cl.C(C1=CC=CC=C1)C1=NNC(=C1)NC=1N=C(C2=C(N1)C1=C(O2)N=CC=C1)N1CCOCC1 N-(3-benzyl-1H-pyrazol-5-yl)-4-morpholinopyrido[3',2':4,5]furo[3,2-d]pyrimidin-2-amine hydrochloride